ethyl altronate O=C([C@@H](O)[C@H](O)[C@H](O)[C@H](O)CO)OCC